3-(3-(4-amino-1-oxoisoindolin-2-yl)-2,6-dioxopiperidin-1-yl)propanoic acid NC1=C2CN(C(C2=CC=C1)=O)C1C(N(C(CC1)=O)CCC(=O)O)=O